NC=1N=C(C=C2C=C(N=CC12)NC(=O)C1C(C1)F)C1=CC(=NC=C1C)OC N-[8-amino-6-(2-methoxy-5-methyl-4-pyridyl)-2,7-naphthyridin-3-yl]-2-fluoro-cyclopropanecarboxamide